FC(C1=CC=2C(=NN(N2)C2=C(C(=CC(=C2)C(C)(C)C2=CC=CC=C2)C(C)(C)C2=CC=CC=C2)O)C=C1)(F)F 5-trifluoromethyl-2-(2-hydroxy-3,5-di-α-cumylphenyl)-2H-benzotriazole